CC=1C=C2C=NNC2=C(C1)C(=O)[O-] 5-methyl-1H-indazole-7-carboxylate